C[Sn](CC1=CC2=CC=C(C=C2C=C1)C1=CC=C(C=C1)C)(C)C trimethyl-((6-(p-tolyl)naphthalene-2-yl)methyl)stannane